C(\C=C/C(=O)O)(=O)O.N[C@@H](CC(=O)O)C(=O)O Aspartic Acid Maleate